C1(=CC=CC=C1)C1=C2C=CC=CC2=C(C2=CC3=CC=CC=C3C=C12)C1=CC=CC=C1 5,12-diphenyl-naphthacene